N1=CC=CC=2CN(CCC12)C1=C(C(=C(N=N1)C(=O)NCC1=CN=CS1)C)C 6-(7,8-dihydro-5H-1,6-naphthyridin-6-yl)-4,5-dimethyl-N-(thiazol-5-ylmethyl)pyridazine-3-carboxamide